S(=O)(=O)(OCCCCCCCCCCCCCCCCCCCC)[O-] arachidyl sulfate